BrC1=C(C(=CC(=C1)C(C(F)(F)F)(C(F)(F)F)F)Br)NC(C1=CC(=C(C=C1)N1N=CN=C1)[N+](=O)[O-])=O N-(2,6-dibromo-4-(perfluoropropane-2-yl)phenyl)-3-nitro-4-(1H-1,2,4-triazole-1-yl)benzamide